C(=O)O.COC=1N(N=C2C=CC(=CC12)C(=O)NC1=NC=C(N=C1)N1CCNCC1)C methoxy-2-methyl-N-(5-(piperazin-1-yl)pyrazin-2-yl)-2H-indazole-5-carboxamide formate salt